ClC=1C=C(C=C(C1)F)[C@@H]1CC(N([C@H](C1)C1=CC(=CC=C1)C)CCO)=O (4S,6R)-4-(3-chloro-5-fluorophenyl)-1-(2-hydroxyethyl)-6-(3-methylphenyl)-2-piperidinone